C(C)(C)(C)OC(=O)NC1=C(N=C(S1)C1CCOCC1)C(=O)OC methyl 5-{[(tert-butoxy)carbonyl]amino}-2-(oxan-4-yl)-1,3-thiazole-4-carboxylate